6-chloro-3-(1-(difluoromethyl)-1H-pyrazol-4-yl)-N-((7-methyl-3H-imidazo[4,5-b]pyridin-2-yl)methyl)imidazo[1,2-b]pyridazin-8-amine ClC=1C=C(C=2N(N1)C(=CN2)C=2C=NN(C2)C(F)F)NCC2=NC=1C(=NC=CC1C)N2